COC1=C(C=CC=2N=CSC21)C2=C(N=CN2)C=2SC=C(N2)C 7-methoxy-6-[4-(4-methyl-1,3-thiazol-2-yl)-1H-imidazol-5-yl]-1,3-benzothiazole